6-(3-hydroxy-3-methylbut-1-yn-1-yl)-4-(6-(6-((6-methoxypyridin-3-yl)methyl)-3,6-Diazabicyclo[3.1.1]heptan-3-yl)pyridin-3-yl)pyrazolo[1,5-a]pyridine-3-carbonitrile OC(C#CC=1C=C(C=2N(C1)N=CC2C#N)C=2C=NC(=CC2)N2CC1N(C(C2)C1)CC=1C=NC(=CC1)OC)(C)C